N-(3-chloro-5-(methylsulfonamido)phenyl)-4-(2-oxopyrrolidin-1-yl)thiophene-2-carboxamide ClC=1C=C(C=C(C1)NS(=O)(=O)C)NC(=O)C=1SC=C(C1)N1C(CCC1)=O